N-Methyl-2-({3-[(E)-2-{1-[2-(pyrrolidin-1-yl)ethyl]-1H-pyrazol-5-yl}vinyl]-1H-Indazol-6-yl}thio)benzamide CNC(C1=C(C=CC=C1)SC1=CC=C2C(=NNC2=C1)\C=C\C1=CC=NN1CCN1CCCC1)=O